6-[1-methyl-2-(trifluoromethyl)imidazol-4-yl]-N-(1-methylindazol-7-yl)pyridine-3-sulfonamide CN1C(=NC(=C1)C1=CC=C(C=N1)S(=O)(=O)NC=1C=CC=C2C=NN(C12)C)C(F)(F)F